(R)-N-(1-(3-((R/S)-1,1-difluoro-2,3-dihydroxy-2-methylpropyl)-2-fluorophenyl)ethylidene)-2-methylpropane-2-sulfinamide FC([C@](CO)(C)O)(F)C=1C(=C(C=CC1)C(C)=N[S@](=O)C(C)(C)C)F |&1:2|